C(=O)(O)CCCN(C(=O)NC1=CC=C(C=C1)Cl)C 1-(3-carboxypropyl)-3-(4-chlorophenyl)-1-methyl-urea